[OH-].C(C)(C)(C)OOC(C)(C)C tertiary butyl peroxide hydroxide